8-chloro-6-methyl-2-(methylsulfanyl)pyrido[3,4-d]pyrimidine ClC1=NC(=CC2=C1N=C(N=C2)SC)C